NCCNCCC[SiH2]C(OCC)OCC N-(β-aminoethyl)-γ-aminopropyldiethoxymethylsilane